(R)-(2-(7-cyano-2-methoxyquinoxalin-5-yl)-4-methyl-7,8-dihydro-[1,4]dioxino[2',3':3,4]benzo[1,2-d]thiazol-7-yl)methyl (6-methoxypyridin-3-yl)carbamate COC1=CC=C(C=N1)NC(OC[C@@H]1OC2=C(C3=C(N=C(S3)C3=C4N=CC(=NC4=CC(=C3)C#N)OC)C(=C2)C)OC1)=O